2-chloroquinoline-4-amine ClC1=NC2=CC=CC=C2C(=C1)N